(S)-di-tert-butyl 2-((3-(benzyloxy)-5-(methoxycarbonyl)benzyl) (tert-butoxycarbonyl)amino)succinate C(C1=CC=CC=C1)OC=1C=C(CN([C@H](C(=O)OC(C)(C)C)CC(=O)OC(C)(C)C)C(=O)OC(C)(C)C)C=C(C1)C(=O)OC